COCCOCCOCCOCCNC1=CC(=NO1)C1CCN(CC1)C(=O)C1=CC(=C(C=C1)C(F)(F)F)Cl (4-(5-(2,5,8,11-tetraoxatridecan-13-ylamino)isoxazol-3-yl)piperidin-1-yl)(3-chloro-4-(trifluoromethyl)phenyl)methanone